C(C)(C)N1N=CC(=C1)C1C[C@H](NCC1)C1=CC=C(C(=O)[O-])C=C1 (S)-4-(4-(1-isopropyl-1H-pyrazol-4-yl)piperidin-2-yl)benzoate